vinyl-Benzyldimethylamine C(=C)CN(C)CC1=CC=CC=C1